ClC1=CNC2=NC=CC(=C21)OC2=CC(=C(C=C2)NC(=O)NC2=CC(=CC(=C2)C(F)(F)F)N2CCN(CC2)C)F 1-(4-((3-chloro-1H-pyrrolo[2,3-B]pyridin-4-yl)oxy)-2-fluorophenyl)-3-(3-(4-methylpiperazin-1-yl)-5-(trifluoromethyl)phenyl)urea